3-(4-(4-(azetidin-3-yl)piperazin-1-yl)-2,6-difluorophenyl)piperidine-2,6-dione N1CC(C1)N1CCN(CC1)C1=CC(=C(C(=C1)F)C1C(NC(CC1)=O)=O)F